N1CC(C1)N1C2=NC(=NC(=C2N=C1)O)N1CCOCC1 9-(azetidin-3-yl)-2-morpholino-9H-purin-6-ol